4-fluoro-2-(6-(methyl-(2,2,6,6-tetramethylpiperidin-4-yl)amino)-1,2,4-triazin-3-yl)-5-(1H-pyrazol-1-yl)phenol FC1=CC(=C(C=C1N1N=CC=C1)O)C=1N=NC(=CN1)N(C1CC(NC(C1)(C)C)(C)C)C